(4R,5R)-5-((R)-5H-Imidazo[5,1-a]isoindol-5-yl)-4,5,6,7-tetrahydrobenzo[c][1,2,5]oxadiazol-4-ol C=1N=CN2C1C1=CC=CC=C1[C@H]2[C@@H]2[C@H](C=1C(=NON1)CC2)O